C(=O)(OC(C)(C)C)NC(C(C)(C)C)S(=O)(=O)C1=CC=CC=C1 N-Boc-1-benzenesulfonyl-2,2-dimethylpropylamine